[Al].[Si].[B].[Zn] zinc-boron-silicon aluminum